FC=1C=C(C=CC1)CC(=O)NC=1C=C2C=NNC2=CC1 (3-fluorophenyl)-N-(1H-indazol-5-yl)acetamide